rac-(3aS,7aR)-1-[6-chloro-4-(difluoromethyl)pyridazin-3-yl]-6-methyl-3,3a,4,5,7,7a-hexahydro-2H-pyrrolo[2,3-c]pyridine ClC1=CC(=C(N=N1)N1CC[C@H]2[C@@H]1CN(CC2)C)C(F)F |r|